(3-amino-6-(fluoromethyl-sulfonyl)-4,5,6,7-tetrahydro-pyrazolo(3,4-c)pyridin-1-yl)(6-fluoro-1,2,3,4-tetrahydro-quinolin-4-yl)methanone NC1=NN(C=2CN(CCC21)S(=O)(=O)CF)C(=O)C2CCNC1=CC=C(C=C21)F